N1(CCNCC1)CCOCCNC(O[C@H]1[C@H](NC[C@@H]1O)CC1=CC=C(C=C1)OC)=O (2R,3S,4S)-4-hydroxy-2-[(4-methoxyphenyl)methyl]pyrrolidin-3-yl N-{2-[2-(piperazin-1-yl)ethoxy]ethyl}carbamate